dibromo[2,6-bis[4-(S)-tert-butyl-2-oxazolyl]-4-methoxypyridine] cobalt [Co].BrC=1C(=C(C(=NC1C=1OC=C(N1)C(C)(C)C)C=1OC=C(N1)C(C)(C)C)Br)OC